COC1=C(C=C(C=C1)C1(CCCCC1)C(=O)N)C (4-methoxy-3-methylphenyl)cyclohexanecarboxamide